C(O)OC(C(=C)C)=O.S1C(=CC=C1)C1=NC=C(C=N1)C(F)(F)F 2-(2-thienyl)-5-(trifluoromethyl)pyrimidine methylol-methacrylate